1-(5-([1,1'-biphenyl]-4-yl)-2-(ethoxymethyl)-4-iodo-1H-imidazol-1-yl)-2-methylpropan-2-ol C1(=CC=C(C=C1)C1=C(N=C(N1CC(C)(O)C)COCC)I)C1=CC=CC=C1